FC(C(=O)O)(F)F.BrC=1SC(=C(N1)[C@H]1NCCC1)C1CCOCC1 (S)-2-Bromo-4-(pyrrolidin-2-yl)-5-(tetrahydro-2H-pyran-4-yl)thiazole trifluoroacetate